C(CCCCCCC)NC1=NC(=NC(=N1)S)S 6-octylamino-1,3,5-triazine-2,4-dithiol